CO[C@@H]1CN(C[C@H]1NC(CCCCCCCCCCCCCC)=O)C(=O)C1=CC=C(C(=O)N2C[C@H]([C@@H](C2)C(=O)N[C@@H]2[C@H](C2)C2=CC=CC=C2)C(=O)N[C@@H]2[C@H](C2)C2=CC=CC=C2)C=C1 (3S,4S)-1-(4-((3R,4R)-3-methoxy-4-pentadecanamidopyrrolidine-1-carbonyl)benzoyl)-N3,N4-bis((1S,2R)-2-phenylcyclopropyl)pyrrolidine-3,4-dicarboxamide